CC=1OC(=NN1)C=1C=C2C(=NC1)NN=C2C 2-methyl-5-(3-methyl-1H-pyrazolo[3,4-b]pyridin-5-yl)-1,3,4-oxadiazole